4-oxo-4-(4-stearoylpiperazin-1-yl)butanoic acid O=C(CCC(=O)O)N1CCN(CC1)C(CCCCCCCCCCCCCCCCC)=O